C(C)C1(C=CC=C1)[Ir]C1=CC=CCC1 (ethylcyclopentadienyl)(cyclohexadienyl)iridium